NC1=NC=C(C(=C1C1=CC=C(C=C1)O)CC)C1=CC=C(C=C1)F 4-[2-amino-4-ethyl-5-(4-fluorophenyl)-3-pyridyl]phenol